1-((1H-benzo[d]imidazol-5-yl)methyl)indoline-6-carboxylic acid methyl ester COC(=O)C1=CC=C2CCN(C2=C1)CC1=CC2=C(NC=N2)C=C1